dimethyl cyclohex-1-ene-1,2-dicarboxylate C1(=C(CCCC1)C(=O)OC)C(=O)OC